(4-((5-chloro-2-nitrophenyl)amino)phenyl)(piperidin-1-yl)methanone ClC=1C=CC(=C(C1)NC1=CC=C(C=C1)C(=O)N1CCCCC1)[N+](=O)[O-]